C12CCC(CC1)N2 7-aza-bicyclo[2.2.1]heptane